(E)-6,10-dimethylundeca-5,9-dien-2-yl acetate C(C)(=O)OC(C)CC\C=C(\CCC=C(C)C)/C